CC(C)(C)S(=O)N 2-methylpropan-2-sulfinylAmine